FC1=CC=CC2=C(N(N=C12)CC1OCCCC1)C(=O)NC=1C=NN(C1)S(=O)(=O)C 7-fluoro-N-(1-methylsulfonylpyrazol-4-yl)-2-(oxan-2-ylmethyl)indazole-3-carboxamide